N-(6-chloro-4-(propan-2-yl)-1,5-naphthyridin-3-yl)-N'-(2-cyano-6-methylpyridin-4-yl)urea ClC=1N=C2C(=C(C=NC2=CC1)NC(=O)NC1=CC(=NC(=C1)C)C#N)C(C)C